((S)-2-(bis(4-(tert-butyl)phenyl)methyl)pyrrolidin-1-yl)methanone C(C)(C)(C)C1=CC=C(C=C1)C([C@H]1N(CCC1)C=O)C1=CC=C(C=C1)C(C)(C)C